5-Amino-3-(7-((5-fluoro-2-methoxybenzamido)methyl)-1H-indazol-4-yl)-1-methyl-1H-pyrazole-4-carboxamide NC1=C(C(=NN1C)C1=C2C=NNC2=C(C=C1)CNC(C1=C(C=CC(=C1)F)OC)=O)C(=O)N